CC1(COC1)O 3-methyl-oxetan-3-ol